[6-(4-methylpiperazin-1-yl)-1,3-benzothiazol-2-yl]methylamine hydrochloride Cl.CN1CCN(CC1)C1=CC2=C(N=C(S2)CN)C=C1